OC(=O)C(F)(F)F.O=C1NC(CCC1C1=CC=C(C=C1)C1CCN(CC1)CC(=O)O)=O 2-[4-[4-(2,6-dioxo-3-piperidinyl)phenyl]-1-piperidinyl]acetic acid TFA salt